BrC1=CC=CC=2C=3N(C(=NC12)NC=1C(N=CC=CC1)=O)N=C(N3)C3=C(C=C(C=C3)Cl)OC(F)F (3R)-3-({7-bromo-2-[4-chloro-2-(difluoromethoxy)phenyl][1,2,4]triazolo[1,5-c]quinazolin-5-yl}amino)azepin-2-one